O=C1N(CC2=C3C(=CC=C12)C1(CCNCC1)CO3)[C@H]3C(NC(CC3)=O)=O (R)-3-(6-oxo-6,8-dihydro-2H,7H-spiro[furo[2,3-e]isoindole-3,4'-piperidin]-7-yl)piperidine-2,6-dione